C(C)(C)(C)OC(=O)N(CCN)C(=O)OC(C)(C)C N-t-butoxycarbonyl-(N-Boc)ethylenediamine